OC[C@H](C)NC(=O)C1=CC2=CC=CC(=C2C=C1)C1=CC=C(C=C1)C(F)(F)F (S)-N-(1-hydroxypropan-2-yl)-5-(4-(trifluoromethyl)phenyl)-2-naphthamide